3-[2-(4-chloro-3-fluorophenoxy)acetamido]-N-{[4-(propan-2-yl)phenyl]methyl}bicyclo[1.1.1]pentane-1-carboxamide ClC1=C(C=C(OCC(=O)NC23CC(C2)(C3)C(=O)NCC3=CC=C(C=C3)C(C)C)C=C1)F